NC=1C(=C(C=CC1)CN1C(OC2=C(C=CC(=C2)OC=2N=NC=CC2)C12CCC2)=O)F 3-[(3-amino-2-fluorophenyl)methyl]-7-(pyridazin-3-yloxy)-2,3-dihydrospiro[1,3-benzoxazine-4,1'-cyclobutan]-2-one